xanthylium tetrafluoroborate F[B-](F)(F)F.C1=CC=CC2=[O+]C3=CC=CC=C3C=C12